CNC(=O)C1=NNC2=CC(=CC=C12)C1=NN(C(=C1)C(NCCC(C)C1=CC=CC=C1)=O)C N-methyl-6-{1-methyl-5-[(3-phenylbutyl)carbamoyl]-1H-pyrazol-3-yl}-1H-indazole-3-carboxamide